ClC1=CC=C(CNC(=O)NCCCCC2CCN(CC2)C(C2=CC(=CC=C2)C)=O)C=C1 1-(4-chlorobenzyl)-3-(4-(1-(3-methylbenzoyl)piperidin-4-yl)butyl)urea